7-chloro-1,6-naphthyridin-2(1H)-one ClC1=NC=C2C=CC(NC2=C1)=O